COCCOC1=CC=C(C=C1)C(CC=O)C[N+](=O)[O-] 3-(4-(2-methoxyethoxy)phenyl)-4-nitro-butan-1-one